C1=NC(=CC2=CC=CC=C12)C=1N=C(C2=C(N1)CCC2)N([C@@H](C(=O)NC2=CN=NC=C2)C)C (2R)-2-{[2-(isoquinolin-3-yl)-5H,6H,7H-cyclopenta[d]pyrimidin-4-yl](methyl)amino}-N-(pyridazin-4-yl)propanamide